Zirconium-copper-aluminum-nickel [Ni].[Al].[Cu].[Zr]